N2,N2-dimethylpropane-1,2-diamine CN(C(CN)C)C